ClC1=C(CNC(=O)[C@]2(C=3C=CC=NC3C(CC2)=O)F)C=CC=C1F (S)-N-(2-chloro-3-fluorobenzyl)-5-fluoro-8-oxo-5,6,7,8-tetrahydroquinoline-5-carboxamide